1-(3,5-Difluoropyridin-2-yl)-7-methoxy-3-methyl-8-(3-methyl-1H-pyrazol-4-yl)-1,3-dihydroimidazo[4,5-c]-quinolin-2-one FC=1C(=NC=C(C1)F)N1C(N(C=2C=NC=3C=C(C(=CC3C21)C=2C(=NNC2)C)OC)C)=O